[N+](=O)([O-])C1=C(C=CC=C1)NC(CCC=C)=O N-(2-nitrophenyl)pent-4-enamide